CN(CCC=1N=C(C(N(C1)[C@H](C(=O)OC)CC(C)C)=O)OC)C (S)-methyl 2-(5-(2-(dimethylamino) ethyl)-3-methoxy-2-oxopyrazin-1(2H)-yl)-4-methylpentanoate